ClC=1C(=C(NC2=NC=NC3=CC(=C(C=C23)NC(C(=C)COC)=O)C#C[C@@]2(CN(CC2)C)C)C=CC1)F N-[4-(3-chloro-2-fluoro-anilino)-7-[2-[(3R)-1,3-dimethylpyrrolidin-3-yl]ethynyl]-quinazolin-6-yl]-2-(methoxymethyl)prop-2-enamide